FC1=C(C=C(C(=C1)C1=NC=C(N=C1)N(C)C1C([C@@H]2CC[C@H](C1)N2)F)O)C2=CC(N(C=N2)C)=O 6-(2-fluoro-4-(5-(((1S,5R)-2-fluoro-8-azabicyclo[3.2.1]octan-3-yl)(methyl)amino)pyrazin-2-yl)-5-hydroxyphenyl)-3-methylpyrimidin-4(3H)-one